tert-butyl 4-[(4,4,5,5-tetramethyl-1,3,2-dioxaborolan-2-yl)methylene]piperidine-1-carboxylate CC1(OB(OC1(C)C)C=C1CCN(CC1)C(=O)OC(C)(C)C)C